2-{[(R)-2-methyl-4-morpholinyl]methyl}-4-cyclopropyl-6-{6-cyclopropyl-4-[2-(1-ethyl-2-imidazolyl)-4-fluorophenyl]-2-pyridyl}-1,6-dihydro-1,6-diaza-7-indenone C[C@@H]1CN(CCO1)CC=1NC=2C(N(C=C(C2C1)C1CC1)C1=NC(=CC(=C1)C1=C(C=C(C=C1)F)C=1N(C=CN1)CC)C1CC1)=O